C(C)(C)(C)OOC=1CC(C=CC1)(C(C)C)OOC(C)(C)C 1,3-bis(t-butylperoxy)m-isopropylbenzene